F[P-](F)(F)(F)(F)F.N1(N=NC2=C1C=CC=C2)OC(=[N+](C)C)N(C)C (O-1H-benzotriazole-1-yl)-N,N,N',N'-tetramethyl-uronium hexafluorophosphate